NC1=C(C=CC=C1)NC(C1=CC=C(C=C1)CCOC=1C=C(C=C2C(=NC=NC12)C)C=1C=NC(=C(C1)NS(=O)(=O)C1=C(C=C(C=C1)F)F)OC)=O N-(2-aminophenyl)-4-(2-((6-(5-((2,4-difluorophenyl)sulphonamido)-6-methoxypyridin-3-yl)-4-methylquinazolin-8-yl)oxy)ethyl)benzamide